ClC1=CC(=C(OCC=2C=NC=C(C#N)C2)C=C1OCC=1C(=C(C=CC1)C1=C(C(=CC=C1)COC1=C(C=C(C(=C1)OCC1=CC(=C(C=C1)F)C#N)C=O)Cl)C)C)C=O 5-((4-Chloro-5-((3'-((2-chloro-5-((3-cyano-4-fluorobenzyl)oxy)-4-formylphenoxy)methyl)-2,2'-dimethyl-[1,1'-biphenyl]-3-yl)methoxy)-2-formylphenoxy)methyl)nicotinonitrile